3-(1-naphthoxy)propane-1,2-diol C1(=CC=CC2=CC=CC=C12)OCC(CO)O